2-(2,6-dioxopiperidin-3-yl)-5-((6-(3-(methyl(phenyl)amino)azetidin-1-yl)-6-oxohexyl)amino)isoindoline-1,3-dione O=C1NC(CCC1N1C(C2=CC=C(C=C2C1=O)NCCCCCC(=O)N1CC(C1)N(C1=CC=CC=C1)C)=O)=O